glyceryl-10-hydroxystearate C(C(O)CO)OC(CCCCCCCCC(CCCCCCCC)O)=O